(S)-1-(6-(3-methylpiperazin-1-yl)pyridin-2-yl)-6-(5-(oxetan-3-yl)pyridin-3-yl)-1H-pyrazolo[4,3-c]pyridine C[C@H]1CN(CCN1)C1=CC=CC(=N1)N1N=CC=2C=NC(=CC21)C=2C=NC=C(C2)C2COC2